C12=NNC2CC1 2,3-diazabicyclo[2.2.0]hex-1-ene